5-chloro-1'-(2-{[1-(3-hydroxy-3-methylcyclobutyl)-2-oxo-7-(trifluoromethyl)-2,3-dihydro-1H-1,3-benzodiazol-5-yl]oxy}ethyl)-1,2-dihydrospiro[indole-3,4'-piperidin]-2-one ClC=1C=C2C(=CC1)NC(C21CCN(CC1)CCOC1=CC2=C(N(C(N2)=O)C2CC(C2)(C)O)C(=C1)C(F)(F)F)=O